FC(C1=CC=C(OC=2C(=NC=CN2)C2=CC=C(C=C2)C(C(=O)N)=C)C=C1)(F)F [4-[3-[4-(trifluoromethyl)phenoxy]pyrazin-2-yl]phenyl]prop-2-enamide